NC=1C2=C(N=CN1)N(C=C2)[C@H]2[C@H]([C@@H]([C@H](O2)C(=O)NC2=CC=C1C=CC(=NC1=C2)N2CCC2)O[Si](C)(C)C(C)(C)C)F (2S,3R,4S,5R)-5-{4-amino-7H-pyrrolo[2,3-d]pyrimidin-7-yl}-N-[2-(azetidin-1-yl)quinolin-7-yl]-3-[(tert-butyldimethylsilyl)oxy]-4-fluorooxolane-2-carboxamide